2-chloro-N-(3-((6-((4-(trifluoromethyl)benzyl)amino)pyrimidin-4-yl)oxy)phenyl)acetamide ClCC(=O)NC1=CC(=CC=C1)OC1=NC=NC(=C1)NCC1=CC=C(C=C1)C(F)(F)F